3-({[7-(3-methylbut-1-yn-1-yl)-3,4-dihydro-2H-1-benzopyran-4-yl]methyl}amino)pyridine-4-carboxylic acid CC(C#CC1=CC2=C(C(CCO2)CNC=2C=NC=CC2C(=O)O)C=C1)C